[Cl-].[Cl-].CC=1C(=C(C(C1)(C)[Zr+2])C)C (tetramethylcyclopentadienyl)zirconium dichloride